n-propyltri(butoxy)tin C(CC)[Sn](OCCCC)(OCCCC)OCCCC